4-[(2,3-dihydrothieno[3,4-b]-[1,4]dioxin-2-yl)methoxy]-1-methyl-1-butanesulfonic acid di-n-octylamine salt C(CCCCCCC)NCCCCCCCC.O1C=2C(OCC1COCCCC(S(=O)(=O)O)C)=CSC2